BrC1=CC=NN1 5-bromopyrazol